tert-butyl (2S)-2-(cyanomethyl)-4-[7-(8-methyl-1-naphthyl)-2-[[(2R)-1-methylpyrrolidin-2-yl]methoxy]-6,8-dihydro-5H-pyrido[3,4-d]pyrimidin-4-yl]piperazine-1-carboxylate C(#N)C[C@@H]1N(CCN(C1)C=1C2=C(N=C(N1)OC[C@@H]1N(CCC1)C)CN(CC2)C2=CC=CC1=CC=CC(=C21)C)C(=O)OC(C)(C)C